C1(CC1)COC=1C=C(C=CC1OC)C(C(=O)N(CC)CC)=CN1C(=CC(C=C1C)=C=O)C 2-(3-cyclopropylmethoxy-4-methoxyphenyl)-3-(2,6-dimethyl-4-carbonylpyridin-1(4H)-yl)-N,N-diethylacrylamide